FC1=CC=C(C=C1)CCC(=C)C(F)(F)F 1-fluoro-4-(3-(trifluoromethyl)but-3-en-1-yl)benzene